Cl.C(C1=CC=CC=C1)OC(=O)C=1N(C=C(C1)C1=CC(=CC(=C1)OCC1=CC=CC=C1)[C@@H](C)N)C 4-[3-[(1R)-1-aminoethyl]-5-benzyloxy-phenyl]-1-methyl-pyrrole-2-carboxylic acid benzyl ester hydrochloride